FC(C1(CC(=NO1)C1=CC=C(C2=C1C=CC(O2)=O)CNC(C)=O)C2=CC(=CC=C2)C(F)(F)F)(F)F N-[[5-[4,5-dihydro-5-(trifluoromethyl)-5-[3-(trifluoromethyl)phenyl]-3-isoxazolyl]-2-oxo-2H-1-benzopyran-8-yl]methyl]acetamide